3-(3-(azidomethyl)phenyl)propionic acid N(=[N+]=[N-])CC=1C=C(C=CC1)CCC(=O)O